FC1=C(C=CC(=C1)B1OC(C(O1)(C)C)(C)C)C1CCN(CC1)C1CCOCC1 4-(2-fluoro-4-(4,4,5,5-tetramethyl-1,3,2-dioxaborolan-2-yl)phenyl)-1-(tetrahydro-2H-pyran-4-yl)piperidine